tert-Butyl (4-chloro-3-((2,4-difluorophenyl)carbamoyl)-2-fluorophenyl)carbamate ClC1=C(C(=C(C=C1)NC(OC(C)(C)C)=O)F)C(NC1=C(C=C(C=C1)F)F)=O